trans-Methyl 4-((3-(2-cyclopropylthiazol-5-yl)phenyl)((trans-4-(5-methoxy-6-methylpyridin-2-yl)cyclohexyl)methyl)carbamoyl)-cyclohexanecarboxylate C1(CC1)C=1SC(=CN1)C=1C=C(C=CC1)N(C(=O)[C@@H]1CC[C@H](CC1)C(=O)OC)C[C@@H]1CC[C@H](CC1)C1=NC(=C(C=C1)OC)C